4-(3-azabicyclo[3.1.0]hexane-3-yl)benzoic acid C12CN(CC2C1)C1=CC=C(C(=O)O)C=C1